CC1=C(C=C(C(=O)NCC2=NC=C3C=CC(=NC3=C2)N2CC(CCC2)C=2C=NC=CC2)C=C1)S(=O)(=O)C 4-methyl-3-(methylsulfonyl)-N-((2-(3-(pyridin-3-yl)piperidin-1-yl)-1,6-naphthyridin-7-yl)methyl)benzamide